CC(CS(=O)(=O)[O-])(C)NC(C=C)=O 2-methyl-2-[(1-oxo-2-propenyl) amino]-1-propanesulfonate